COC1=CC=C2CCN(C(C2=C1)=O)C 7-methoxy-2-methyl-1,2,3,4-tetrahydroisoquinolin-1-one